FC(OC=1C=C(C=CC1C1(CC(=C(C2=CC=CC=C12)N)\N=N\[H])S(=O)(=O)O)C1=CC(=C(C=C1)C1(CC(=C(C2=CC=CC=C12)N)\N=N\[H])S(=O)(=O)O)OC(F)(F)F)(F)F 1,1'-(3,3'-ditrifluoromethoxy[1,1'-biphenyl]-4,4'-diyl)bis{4-amino-3-[(E)-diazenyl]naphthalene-1-sulfonic acid}